CN1CC=2C(=NC3=C(C2)NC(=C3)C=O)CC1 (7-methyl-5,6,7,8-tetrahydro-1H-pyrrolo[2,3-e]pyrido[4,3-b]pyridin-2-yl)methanone